C(C)(=O)O.[PH3]=O phosphine oxide acetate